5-(4-((2,4-dioxo-2,3,4,5-tetrahydro-1H-pyrrolo[3,2-d]pyrimidin-6-yl)methyl)piperazin-1-yl)-N-methylpicolinamide O=C1NC(C2=C(N1)C=C(N2)CN2CCN(CC2)C=2C=CC(=NC2)C(=O)NC)=O